5-(1-((R)-1,1-difluoropropan-2-yl)-1H-benzo[d][1,2,3]triazol-6-yl)-6-fluoro-N-((3S,4R)-3-fluoro-1-(oxetan-3-yl)piperidin-4-yl)-4-methoxypyrrolo[2,1-f][1,2,4]triazin-2-amine FC([C@@H](C)N1N=NC2=C1C=C(C=C2)C=2C(=CN1N=C(N=C(C12)OC)N[C@H]1[C@H](CN(CC1)C1COC1)F)F)F